ClC=1C=CC(=C2CN(C(C12)=O)C1C(NC(CC1)=O)=O)C1=CC=CC=C1 3-(7-chloro-1-oxo-4-phenylisoindolin-2-yl)piperidine-2,6-dione